C1C[C@H](NC1)C(=O)O[C@@H]2[C@H](O[C@H]([C@@H]2O)N3C=NC4=C(N=CN=C43)N)COP(=O)(O)O The molecule is an L-proline derivative that is the ester obtained by formal condensation of the carboxy group of L-proline with the 3'-hydroxy group of AMP. It has a role as a Mycoplasma genitalium metabolite. It is an adenosine 5'-phosphate, a L-proline derivative, an alpha-amino acid ester and a purine ribonucleoside 5'-monophosphate. It derives from an adenosine 5'-monophosphate. It is a conjugate acid of a 3'-L-prolyl-AMP(1-).